FC=1C=C(C=C(C1CN1C(=NC=2C=NC(=C(C21)C2=CC=CC=C2)OC)C)F)S(=O)(=O)N 3,5-difluoro-4-((6-methoxy-2-methyl-7-phenyl-1H-imidazo[4,5-c]pyridin-1-yl)methyl)benzenesulfonamide